C(C)(=O)O[C@H]1[C@H](NC[C@@H]1F)C(NC1=NC(=CC=C1)Br)=O (2S,3S,4S)-2-((6-bromopyridin-2-yl) carbamoyl)-4-fluoropyrrolidin-3-yl acetate